C(C1=CC=CC=C1)C1=NN(C=C1C1=CC(=NC(=N1)C)N1CCC(CC1)(O)C1=CC(=C(C=C1)F)F)C 1-(6-(3-benzyl-1-methyl-1H-pyrazol-4-yl)-2-methylpyrimidin-4-yl)-4-(3,4-difluorophenyl)piperidin-4-ol